ClC=1N=C2C(=NC1)N(C=C2B2OC(C(O2)(C)C)(C)C)C(C2=CC=CC=C2)(C2=CC=CC=C2)C2=CC=CC=C2 2-chloro-7-(4,4,5,5-tetramethyl-1,3,2-dioxaborolan-2-yl)-5-trityl-5H-pyrrolo[2,3-b]pyrazine